[C@@H]12CCC[C@@H](N(C1)C1=NC(=NC(=C1)C1=CC(=CC=C1)OC)N)C2 4-((1S,5R)-6-azabicyclo[3.2.1]oct-6-yl)-6-(3-methoxyphenyl)pyrimidin-2-amine